C(CCCC)N1C(N(C2=C1C=CC=C2)CCCCC)=O 1,3-dipentyl-1,3-dihydro-2H-benzo[d]imidazol-2-one